C(C1=CC=CC=C1)OC1=CC=C(C=C1)[C@@H]1CC[C@H](CC1)C(F)(F)F trans-1-(benzyloxy)-4-(4-trifluoromethylcyclohexyl)benzene